2-Chloro-N-(2-{4-[(3-cyclobutoxypyrazin-2-yl)oxy]piperidin-1-yl}-2-[4-(difluoromethyl)-1,3-thiazol-5-yl]ethyl)-6-fluorobenzamid ClC1=C(C(=O)NCC(C2=C(N=CS2)C(F)F)N2CCC(CC2)OC2=NC=CN=C2OC2CCC2)C(=CC=C1)F